Methyl (3S)-1-{4-[7-(4-chlorophenyl)-5-[(1R)-1-methyl-1,2,3,4-tetrahydroisoquinoline-2-carbonyl]pyrazolo[1,5-a]pyrimidin-2-yl]-3-fluorophenyl}pyrrolidine-3-carboxylate ClC1=CC=C(C=C1)C1=CC(=NC=2N1N=C(C2)C2=C(C=C(C=C2)N2C[C@H](CC2)C(=O)OC)F)C(=O)N2[C@@H](C1=CC=CC=C1CC2)C